FC(C(C(C(C(F)(F)F)(F)F)(F)F)(F)F)(F)OCCOCCOCCOCCOCCOCCOCCOCCO octaethylene glycol perfluoropentyl ether